CC1(N=C(NC2=CC=CC=C12)C=1SC=C(N1)C1=C(C(=O)O)C=CC=N1)C (2-(4,4-dimethyl-1,4-dihydroquinazolin-2-yl)thiazol-4-yl)nicotinic acid